ClC1=CC=C(CN2N=C3C(CN(CC3)CC=3C=C(C#N)C=CC3)C2=O)C=C1 3-((2-(4-chlorobenzyl)-3-oxo-2,3,3a,4,6,7-hexahydro-5H-pyrazolo[4,3-c]pyridin-5-yl)methyl)benzonitrile